bis-(4-hydroxy-3,5-dimethylphenyl)-cyclohexylmethane OC1=C(C=C(C=C1C)C(C1CCCCC1)C1=CC(=C(C(=C1)C)O)C)C